(R)-(4-(5,5-difluoro-2-methylazepan-1-yl)-2-((1-((dimethylamino)methyl)cyclopropyl)methoxy)-5,7-dihydro-6H-pyrrolo[3,4-d]pyrimidin-6-yl)(3-hydroxy-8-iodonaphthalen-1-yl)methanone FC1(CC[C@H](N(CC1)C=1C2=C(N=C(N1)OCC1(CC1)CN(C)C)CN(C2)C(=O)C2=CC(=CC1=CC=CC(=C21)I)O)C)F